1-chloro-2-{2-[2-(2-methoxyethoxy)ethoxy]ethoxy}ethane ClCCOCCOCCOCCOC